CC(C(=O)OCC(COC(C(CCCCCC)C)=O)OC(CCCNCCCC(=O)OC(COC(C(CCCCCC)C)=O)COC(C(CCCCCC)C)=O)=O)CCCCCC [3-(2-methyloctanoyloxy)-2-[4-[[4-[2-(2-methyloctanoyloxy)-1-(2-methyloctanoyloxymethyl) ethoxy]-4-oxo-butyl] amino] butanoyloxy] propyl] 2-methyloctanoate